N1=CCCCC=C1 4,5-dihydroazepine